3-(tetrahydro-2H-pyran-4-yl)-2,3,4,5-tetrahydro-1H-benzo[d]azepin-7-amine O1CCC(CC1)N1CCC2=C(CC1)C=C(C=C2)N